ClC1=C(C#N)C=CC(=C1)S 2-chloro-4-mercapto-benzonitrile